(3-(1',2'-dihydrospiro[cyclopropane-1,3'-pyrrolo[2,3-b]pyridin]-5'-yl)-2-fluorophenyl)(3-methylazetidin-1-yl)methanone N1CC2(C=3C1=NC=C(C3)C=3C(=C(C=CC3)C(=O)N3CC(C3)C)F)CC2